1-(2-methoxyphenyl)-2-p-toluenesulfonyl-ethanone COC1=C(C=CC=C1)C(CS(=O)(=O)C1=CC=C(C)C=C1)=O